6-(2-(2,2-difluorocyclopropoxy)ethoxy)-7-ethoxy-2-methylquinoline FC1(C(C1)OCCOC=1C=C2C=CC(=NC2=CC1OCC)C)F